FC1(CN(CCC1)C=1C=C(C=CC1C(=O)N1CCS(CC1)(=O)=O)NC(=O)C1CC1)F N-[3-(3,3-difluoropiperidin-1-yl)-4-(1,1-dioxo-1,4-thiazinane-4-carbonyl)phenyl]cyclopropanecarboxamide